Cl.Cl.CC1=C(C=CC(=N1)N[C@@H]1CNCC1)C1=NN(C(=N1)C(F)(F)F)C 6-methyl-5-[1-methyl-5-(trifluoromethyl)-1H-1,2,4-triazol-3-yl]-N-[(3S)-pyrrolidin-3-yl]pyridin-2-amine, dihydrochloride salt